(3R,4R)-4-(((3-Isopropyl-7-((pyridin-3-ylmethyl)amino)pyrazolo[1,5-a]pyrimidin-5-yl)amino)methyl)piperidin-3-ol C(C)(C)C=1C=NN2C1N=C(C=C2NCC=2C=NC=CC2)NC[C@@H]2[C@H](CNCC2)O